C(CCCCCCCCCCCCCCCCC)(=O)[O-].[Al+3].C(CCCCCCCCCCCCCCCCC)(=O)[O-].C(CCCCCCCCCCCCCCCCC)(=O)[O-] aluminium stearat